(4-methoxycarbonylamino-2-nitro-phenyl)-oxo-acetic acid COC(=O)NC1=CC(=C(C=C1)C(C(=O)O)=O)[N+](=O)[O-]